O1CC(C1)CNC(=O)C=1SC(=NN1)CCCCC=1N=NC(=CC1)NC(CC1=CC(=CC=C1)OC(F)(F)F)=O N-(oxetan-3-ylmethyl)-5-[4-(6-{2-[3-(trifluoromethoxy)phenyl]acetamido}pyridazin-3-yl)butyl]-1,3,4-thiadiazole-2-carboxamide